C(C1CO1)N(C1=CC=C(C=C1)C)CC1CO1 N,N-bis(2,3-epoxypropyl)-p-toluidine